C1=NC2=C(C(=O)N1)N=CN2[C@H]3[C@@H]([C@@H]([C@H](O3)C(=O)[O-])O)O The molecule is a hydroxy monocarboxylic acid anion that is the conjugate base of 9-riburonosylhypoxanthine; major species at pH 7.3. It is a conjugate base of a 9-riburonosylhypoxanthine.